1-CHLORO-7-METHOXY-3,4-DIHYDRO-NAPHTHALENE-2-CARBALDEHYDE ClC1=C(CCC2=CC=C(C=C12)OC)C=O